8-(3-methylpentoxycarbonyl)-tetracyclo[4.4.0.12,5.17,10]-3-dodecene CC(CCOC(=O)C1C2C3C4C=CC(C3C(C1)C2)C4)CC